C(C)(C)(C)OC(=O)N(C1=C(C=C(C=N1)NC(C(=O)OCC1=CC=CC=C1)=O)C1COCC1)C(=O)OC(C)(C)C benzyl 2-[[6-[bis(tert-butoxycarbonyl)amino]-5-tetrahydrofuran-3-yl-3-pyridyl]amino]-2-oxo-acetate